ClC=1C=CC(=C(C1)NC(=O)NC1=CC(=CC=C1)OC)CO 1-(5-chloro-2-hydroxymethylphenyl)-3-(3-methoxyphenyl)urea